C1NCC12CC(C2)NC2=NC=C(C(=N2)C2=CNC1=C(C(=CC=C21)C#N)P(=O)(C)C)C(F)(F)F 3-(2-((2-azaspiro[3.3]Heptan-6-yl)amino)-5-(trifluoromethyl)pyrimidin-4-yl)-7-(dimethylphosphoryl)-1H-indole-6-carbonitrile